C(CCC(CCC)N)N 1,4-Heptanediamine